(2-pyridyl)-benzenethiol N1=C(C=CC=C1)C1=C(C=CC=C1)S